6-(chloromethyl)-N-(3-((1s,3s)-3-(cyanomethyl)-1-(4-methyl-4H-1,2,4-triazol-3-yl)cyclobutyl)phenyl)-3-fluoroimidazo[1,2-a]pyridine-8-carboxamide ClCC=1C=C(C=2N(C1)C(=CN2)F)C(=O)NC2=CC(=CC=C2)C2(CC(C2)CC#N)C2=NN=CN2C